3-chloropropyltrimethylammonium bromide [Br-].ClCCC[N+](C)(C)C